(3R,3aR,6S,6aR)-hexahydrofuro[3,2-b]furan-3,6-diamin O1[C@H]2[C@@H]([C@@H](C1)N)OC[C@@H]2N